ClC=1C=C2C(=NC(=NC2=C(C1C1=C(C(=CC(=N1)N)C)C(F)(F)F)F)OC[C@H]1N(CCC1)C)N1CC2CCC(CC1)N2 6-(6-chloro-4-{3,9-diazabicyclo[4.2.1]non-3-yl}-8-fluoro-2-{[(2S)-1-methylpyrrolidin-2-yl]methoxy}quinazolin-7-yl)-4-methyl-5-(trifluoromethyl)pyridin-2-amine